3-chloro-2-methyl-N-(2-nitrophenyl)aniline ClC=1C(=C(NC2=C(C=CC=C2)[N+](=O)[O-])C=CC1)C